5,7-dichloro-3-methylpyrido[4,3-d]pyrimidin-4(3H)-one ClC1=NC(=CC=2N=CN(C(C21)=O)C)Cl